2,2-dimethyl-7-(oxiran-2-ylmethoxy)chromene CC1(OC2=CC(=CC=C2C=C1)OCC1OC1)C